C1(=CC=CC=C1)C1=NC(=NC(=N1)C1=CC=CC=C1)C1=C(C=C(C=C1)OCCOC(C(CCCC)CC)=O)O 2-(4,6-diphenyl-1,3,5-triazine-2-yl)-5-[2-(2-Ethylhexanoyloxy)ethoxy]phenol